NCC=1C=C(C=CC1)C=1C=CC2=C(C(=C(O2)C(C)(C)C)COC2=C(C=CC(=C2)OC)CC(=O)OCC)C1 ethyl 2-(2-((5-(3-(aminomethyl)phenyl)-2-(tert-butyl)benzofuran-3-yl)methoxy)-4-methoxyphenyl)acetate